O=C1NC(CCC1N1C(N(C2=C1C=CC=C2[C@H]2[C@@H](CN(CC2)CC2CCC(CC2)N2N=C1C=CC(=CC1=C2)NC(=O)C2=NC(=CN=C2)C(F)(F)F)F)C)=O)=O N-[2-[4-[[(3S,4S)-4-[1-(2,6-dioxo-3-piperidyl)-3-methyl-2-oxo-benzimidazol-4-yl]-3-fluoro-1-piperidyl]methyl]cyclohexyl]indazol-5-yl]-6-(trifluoromethyl)pyrazine-2-carboxamide